2-(trifluoromethyl)pyrimidin-5-ol FC(C1=NC=C(C=N1)O)(F)F